(2R,4R)-6-chloro-4-hydroxy-N-(3-{2-[cis-3-(trifluoromethoxy)cyclobutyl]-2H-1,2,3-triazol-4-yl}bicyclo[1.1.1]pentan-1-yl)-3,4-dihydro-2H-1-benzopyran-2-carboxamide ClC=1C=CC2=C([C@@H](C[C@@H](O2)C(=O)NC23CC(C2)(C3)C3=NN(N=C3)[C@@H]3C[C@@H](C3)OC(F)(F)F)O)C1